C(C)(C)(C)OC(=O)N1CC(C1)(F)CN1N=CC(=C1)Br 3-((4-Bromo-1H-pyrazol-1-yl)methyl)-3-fluoroazetidine-1-carboxylic acid tert-butyl ester